6-bromo-2-(3,4-dichlorophenyl)-1-ethyl-4-oxo-quinoline-3-carboxylic acid BrC=1C=C2C(C(=C(N(C2=CC1)CC)C1=CC(=C(C=C1)Cl)Cl)C(=O)O)=O